1,2,4,5-tetrahydro-2-benzoazepin-3-one C1NC(CCC2=C1C=CC=C2)=O